ClC=1C(=NC(=NC1)NC=1C=NC=C(C1)N1C(CCC1)=O)N1CC(CCC1)N1C(C=CC=C1)=O 1-(1-(5-chloro-2-((5-(2-oxopyrrolidin-1-yl)pyridin-3-yl)amino)pyrimidin-4-yl)piperidin-3-yl)pyridin-2(1H)-one